((S)-6,8-dichloro-1-methyl-3,4-dihydroisoquinolin-2(1H)-yl)((R)-4-(2-(methylthio)thiazolo[5,4-c]pyridin-7-yl)morpholin-2-yl)methanone ClC=1C=C2CCN([C@H](C2=C(C1)Cl)C)C(=O)[C@H]1CN(CCO1)C=1C2=C(C=NC1)SC(=N2)SC